ClC1=CC=C2C(=CNC2=C1)C1(NC2=CC=CC=C2C1=O)C1=CC=CC=C1 2-(6-chloro-1H-indol-3-yl)-2-phenylindol-3-one